CC(C)C(C(C(CC=C(C)C)C)=O)(C)C 2,3,3,5,8-pentamethylnon-7-en-4-one